tert-butyl (2R,4S)-2-(8-bromo-3-(4-methoxyphenyl)-6-nitro-4-oxo-3,4-dihydroquinazolin-2-yl)-4-fluoropyrrolidine-1-carboxylate BrC=1C=C(C=C2C(N(C(=NC12)[C@@H]1N(C[C@H](C1)F)C(=O)OC(C)(C)C)C1=CC=C(C=C1)OC)=O)[N+](=O)[O-]